methylenebis(beta-naphtholate) C(C1=C(C=CC2=CC=CC=C12)[O-])C1=C(C=CC2=CC=CC=C12)[O-]